tert-butyl 6-acetylpyrrolo[3,2-b]pyridine-1-carboxylate C(C)(=O)C=1C=C2C(=NC1)C=CN2C(=O)OC(C)(C)C